COC1=CN=NC=C1OC 4,5-dimethoxypyridazine